BrCC1=CC=C(COC2=C3CN(C(C3=CC=C2)=O)C2C(NC(CC2)=O)=O)C=C1 3-(4-((4-(bromomethyl)benzyl)oxy)-1-oxoisoindolin-2-yl)piperidine-2,6-dione